ClC=1C=C2C(=CNC2=CC1)NC(NC=1C=NC(=C(C1)C)C1CCN(CC1)CC(F)(F)F)=O 3-(5-Chloro-1H-indol-3-yl)-1-[5-methyl-6-[1-(2,2,2-trifluoroethyl)piperidin-4-yl]pyridin-3-yl]urea